9-azabicyclo[3.3.1]nonane-3-ol C12CC(CC(CCC1)N2)O